[4-(difluoromethoxy)-3-(2-pyridyl)phenyl]hydrazine FC(OC1=C(C=C(C=C1)NN)C1=NC=CC=C1)F